1-(3-((4,4-bis(((Z)-oct-5-en-1-yl)oxy)butanoyl)oxy)-2-(((((1-ethylpiperidin-3-yl)methoxy)carbonyl)oxy)methyl)propyl) 7-(3-hexylnonyl) heptanedioate C(CCCCCC(=O)OCCC(CCCCCC)CCCCCC)(=O)OCC(COC(CCC(OCCCC\C=C/CC)OCCCC\C=C/CC)=O)COC(=O)OCC1CN(CCC1)CC